3',4'-dimethoxyspiro[1,3-dioxolane-2,9'-thioxanthen] COC=1C=CC=2C3(C4=CC=CC=C4SC2C1OC)OCCO3